4-(1-ethylethyl)cyclohexyl-ethanol C(C)C(C)C1CCC(CC1)C(C)O